7-((2-hydroxyethyl)amino)heptanoic acid 2-octyldodecyl ester C(CCCCCCC)C(COC(CCCCCCNCCO)=O)CCCCCCCCCC